C1(=CC=CC=C1)C1=CNC2=NC=C(C=C21)C=O 3-PHENYL-1H-PYRROLO[2,3-B]PYRIDINE-5-CARBOXALDEHYDE